3-((2-amino-7-(1H-pyrazol-5-yl)quinolin-4-yl)amino)-1-morpholinopropan-1-one NC1=NC2=CC(=CC=C2C(=C1)NCCC(=O)N1CCOCC1)C1=CC=NN1